N,N-dimethyl-capramide vinyl-acetate ammonium chloride [Cl-].[NH4+].C(=C)CC(=O)[O-].CN(C(=O)CCCCCCCCC)C.[NH4+]